COC(C1=C(C=CC=C1)NC(NC(C(=O)OC)CO)=O)=O.FC(C=1C=C(C=C)C=C(C1)C(F)(F)F)(F)F 3,5-bis-trifluoromethyl-styrene methyl-2-[[(3-hydroxy-1-methoxy-1-oxopropan-2-yl)carbamoyl]amino]benzoate